ClC1=NC=CC(=N1)C=1C=NN(C1)C(CC(F)F)C1=CC=C(C=C1)F 2-chloro-4-(1-(3,3-difluoro-1-(4-fluorophenyl)propyl)-1H-pyrazol-4-yl)pyrimidine